6-hydroxy-2-methylthio-4(3H)-pyrimidinone OC1=CC(NC(=N1)SC)=O